(9H-Fluoren-9-yl)methyl-4-((2-(2-(benzyloxy)-4-(difluoromethyl)-6-hydroxybenzoyl)isoindolin-5-yl)oxy)piperidine-1-carboxylate C1=CC=CC=2C3=CC=CC=C3C(C12)COC(=O)N1CCC(CC1)OC=1C=C2CN(CC2=CC1)C(C1=C(C=C(C=C1O)C(F)F)OCC1=CC=CC=C1)=O